2-(6-chloro-1-cyclopropoxy-2,7-naphthyridin-4-yl)propan-2-ol ClC=1C=C2C(=CN=C(C2=CN1)OC1CC1)C(C)(C)O